[N+](=O)([O-])C1=CC=C(C=C1)C[C@@H](C=1N=C(SC1)C=1SC=CC1)NC(C)=O N-{(S)-2-(4-Nitrophenyl)-1-[2-(thien-2-yl)thiazol-4-yl]Ethyl}acetamide